2-(6-bromo-3-methyl-2-oxo-2,3-dihydro-1H-imidazo[4,5-b]pyridin-1-yl)-N,N-dimethyl-acetamide BrC=1C=C2C(=NC1)N(C(N2CC(=O)N(C)C)=O)C